ethylene glycol bis(succinimidyl-succinimidyl-succinate) C1(CCC(N1C(C(=O)O)(CC(=O)O)N1C(CCC1=O)=O)=O)=O.C1(CCC(N1C(C(=O)O)(CC(=O)O)N1C(CCC1=O)=O)=O)=O.C(CO)O